CN1CC2=CC(=CC(=C2CC1)C)C=1N=C(C(=NC1)N)OCC1=C(C=NC=C1)OC1CCOCC1 5-(2,5-dimethyl-1,2,3,4-tetrahydroisoquinolin-7-yl)-3-((3-((tetrahydro-2H-pyran-4-yl)oxy)pyridin-4-yl)methoxy)pyrazin-2-amine